FC1=CC=C(C=C1)C(C)C=1C2=C(C(N(C1)C)=O)N(C(=C2)I)S(=O)(=O)C2=CC=C(C)C=C2 4-(1-(4-fluorophenyl)ethyl)-2-iodo-6-methyl-1-p-toluenesulfonyl-1,6-dihydro-7H-pyrrolo[2,3-c]pyridin-7-one